C(C)OC1=NC=C(C=N1)[C@@H](CC(=O)O)N1N=C(C=C1)CCCC1=NC=2NCCCC2C=C1 (R)-3-(2-ethoxypyrimidin-5-yl)-3-(3-(3-(5,6,7,8-tetrahydro-1,8-naphthyridin-2-yl)propyl)-1H-pyrazol-1-yl)propionic acid